OCC=1C=C(C=CC1)NC(C1=CC=C(C=C1)Br)=O N-(3-(hydroxymethyl)phenyl)-4-bromobenzamide